Cl.ClC1=CC=C(C=N1)N1CC2(CC1=O)CCNCC2 2-(6-chloropyridin-3-yl)-2,8-diazaspiro[4.5]decan-3-one hydrochloride